bis(2,6-di-tert-butyl-4-methylphenyl)pentaerythritol diphosphonate P(=O)(O)OP(=O)O.C(C)(C)(C)C1=C(C(=CC(=C1)C)C(C)(C)C)C(O)(C(CO)(CO)CO)C1=C(C=C(C=C1C(C)(C)C)C)C(C)(C)C